C(C1=CC=CC=C1)(=O)N1C(N(C=CC1=O)CCOC(F)F)=O 3-benzoyl-1-(2-(difluoromethoxy)ethyl)pyrimidine-2,4(1H,3H)-dione